(3-glyceryl-oxypropyl)bis(trimethylsiloxy)methylsilane C(C(O)CO)OCCC[SiH2]C(O[Si](C)(C)C)O[Si](C)(C)C